C(C)(C)(C)OC(=O)N1N=C(C=C1)OC1=C(C(=C(C=C1)N)Cl)Cl 3-(4-amino-2,3-dichlorophenoxy)-1H-pyrazole-1-carboxylic acid tert-butyl ester